methyl 3-((tert-butyldiphenylsilyl)oxy)-1-methylcyclopentane-1-carboxylate [Si](C1=CC=CC=C1)(C1=CC=CC=C1)(C(C)(C)C)OC1CC(CC1)(C(=O)OC)C